tert-butyl (S)-4-((4-([1,2,4]triazolo[1,5-a]pyridin-7-yloxy)-3-methylphenyl)amino)-6a,7,9,10-tetrahydropyrazino[1',2':4,5][1,4]oxazino[2,3-f]quinazoline-8(6H)-carboxylate N=1C=NN2C1C=C(C=C2)OC2=C(C=C(C=C2)NC2=NC=NC1=CC=C3C(=C21)OC[C@H]2N3CCN(C2)C(=O)OC(C)(C)C)C